C(C)(C)(C)OC(=O)N1CCC(CC1)NC1=C2C=CC=NC2=C(C=C1)C(NC1=NC=CC=N1)=O 4-((8-(pyrimidin-2-ylcarbamoyl)quinolin-5-yl)amino)piperidine-1-carboxylic acid tert-butyl ester